ClC1=CC=C(C=C1)C1=C(C=C(C=C1)C(=O)N1CCN(CC1)C(=O)OC(C)(C)C)CN1CCN(CC1)C1=CC=C(C=C1)C(=O)OCC Tert-butyl 4-(4'-chloro-2-((4-(4-(ethoxycarbonyl)phenyl)piperazin-1-yl)methyl)-[1,1'-biphenyl]-4-carbonyl)piperazine-1-carboxylate